6-bromo-2,3-dihydrobenzo[b][1,4]dioxin BrC1=CC2=C(OCCO2)C=C1